CC=1C=C(C=C(C1)C)C=1C=CC(=C2C=C(CC12)C)OC 7-(3',5'-dimethylphenyl)-4-methoxy-2-methylindene